(2-hydrazinothiazol-5-yl)-morpholino-methanone N(N)C=1SC(=CN1)C(=O)N1CCOCC1